6-Methyl-N-[3-(4-methyl-piperazin-1-yl)-5-trifluoromethyl-phenyl]-5-(4-pyridin-3-yl-pyrimidin-2-ylamino)-nicotinamide CC1=NC=C(C(=O)NC2=CC(=CC(=C2)C(F)(F)F)N2CCN(CC2)C)C=C1NC1=NC=CC(=N1)C=1C=NC=CC1